bis[(trimethoxysilyl)propyl]-ethylenediamine CO[Si](OC)(OC)CCCNCCNCCC[Si](OC)(OC)OC